O=C1NC(CCC1N1C(C2=CC=CC(=C2C1=O)NCCNC1=NC=NC(=C1)N1CCN(CC1)C1=CC(=CC=C1)C(F)(F)F)=O)=O 2-(2,6-dioxopiperidin-3-yl)-4-((2-((6-(4-(3-(trifluoromethyl)phenyl)piperazin-1-yl)pyrimidin-4-yl)amino)ethyl)amino)isoindoline-1,3-dione